5-bromo-3-(3-((tert-butyldimethylsilyl)oxy)propoxy)-2',5'-dimethyl-4-nitro-2'H-1,3'-bipyrazole BrC1=C(C(=NN1C=1N(N=C(C1)C)C)OCCCO[Si](C)(C)C(C)(C)C)[N+](=O)[O-]